C(C)S(=O)(=O)C=1C(=NC=C(C1)OCC(F)(F)F)C(=O)O 3-ethylsulfonyl-5-(2,2,2-trifluoroethoxy)pyridine-2-carboxylic acid